C(CC)OC(C=C)=O Propylacrylat